FC1=C(C=C(C(=C1)C(F)(F)F)C=1N=NC=CC1)NC(=O)N1C2CC(CC1(C2)C=2OC(=NN2)C)C cis-N-(2-fluoro-5-(pyridazin-3-yl)-4-(trifluoromethyl)phenyl)-3-methyl-1-(5-methyl-1,3,4-oxadiazol-2-yl)-6-azabicyclo[3.1.1]heptane-6-carboxamide